ethyl (2s,4s)-8-(5-chloro-3-fluoropyridin-2-yl)-6,9-dioxo-5-(4-(trifluoromethyl)benzyl)-5,8-diazaspiro[3.5]nonane-2-carboxylate ClC=1C=C(C(=NC1)N1CC(N(C2(CC(C2)C(=O)OCC)C1=O)CC1=CC=C(C=C1)C(F)(F)F)=O)F